3-(5-(difluoromethyl)-1,3,4-thiadiazol-2-yl)-N-(3-(fluoromethyl)oxetane-3-yl)-8-(4-isobutyrylpiperazin-1-yl)-N-((2-(trimethylsilyl)ethoxy)methyl)imidazo[1,5-a]pyridine-6-sulfonamide FC(C1=NN=C(S1)C1=NC=C2N1C=C(C=C2N2CCN(CC2)C(C(C)C)=O)S(=O)(=O)N(COCC[Si](C)(C)C)C2(COC2)CF)F